(S)-4-{4-[5-(acetamidomethyl)-2-oxooxazolidin-3-yl]-2-fluorophenyl}-1-(3,5-difluorobenzyl)pyridine C(C)(=O)NC[C@H]1CN(C(O1)=O)C1=CC(=C(C=C1)C1=CCN(C=C1)CC1=CC(=CC(=C1)F)F)F